OC1=CC=C2C(C(=C(OC2=C1OC)C(F)(F)F)C=1C=NN(C1)C1=CC=CC=C1)=O 7-hydroxy-8-methoxy-3-(1-phenyl-1H-pyrazol-4-yl)-2-(trifluoromethyl)-4H-chromen-4-one